[2-[2-[tert-butyl(dimethyl)silyl]oxyethyl]-5-isopropoxy-pyrazol-3-yl]methanol [Si](C)(C)(C(C)(C)C)OCCN1N=C(C=C1CO)OC(C)C